IC1=C(C=C(C(=O)NC)C=C1)C 4-iodo-N,3-dimethyl-benzamide